COC1=CC=C(CN(C=2N=CN(C(C2C(=O)OC)=O)C2=C(C=C(C=C2Cl)Cl)Cl)CC2=CC=C(C=C2)OC)C=C1 methyl 4-(bis(4-methoxybenzyl)amino)-6-oxo-1-(2,4,6-trichlorophenyl)-1,6-dihydropyrimidine-5-carboxylate